(pentamethylcyclopentadienyl)iridium (III) dichloride CC1=C(C(=C(C1(C)[Ir](Cl)Cl)C)C)C